6-Fluoro-4-methylene-3,4-dihydro-2H-pyrano[3,2-b]pyridine FC1=CC=C2C(=N1)C(CCO2)=C